C(CCC)NC(NC=1C=C2C(=NC=NC2=CC1OCCCCC)OC1=C(C=C(C=C1)NC(=O)C1=NN(C=N1)C1=CC=C(C=C1)F)F)=O N-(4-((6-(3-butylureido)-7-(pentyloxy)quinazolin-4-yl)oxy)-3-fluorophenyl)-1-(4-fluorophenyl)-1H-1,2,4-triazole-3-carboxamide